OC1=C(C=C(C=C1)C1=CC(C(N(C1)C)=O)C1=CC=C(C=C1)O)OC 5-(4-hydroxy-3-methoxyphenyl)-3-(4-hydroxyphenyl)-N-methyl-3,6-dihydropyridin-2(1H)-one